6-chloro-4-cyclopropyl-3-(trifluoromethyl)-1-((2-(trimethylsilyl)ethoxy)methyl)-1H-pyrrolo[2,3-b]pyridine ClC1=CC(=C2C(=N1)N(C=C2C(F)(F)F)COCC[Si](C)(C)C)C2CC2